Cl.C12=C3CCCC3C(CC1)C2.[NH4+] ammonium tricyclo[5.2.1.02,6]decene hydrochloride